[Cu]=S.[Ni] nickel-copper sulphide